1-((1-(2-(1-ethyl-1H-pyrazol-4-yl)-5-methoxy-4-nitrophenyl)piperidin-4-yl)methyl)piperazine C(C)N1N=CC(=C1)C1=C(C=C(C(=C1)[N+](=O)[O-])OC)N1CCC(CC1)CN1CCNCC1